C1CC12NCCC(C2)N2N=CC(=C2)C2=NC1=C(C(=CC=C1N=C2)OC2=CC1=C(N=C(N1)C)C=C2)Cl 2-[1-(4-azaspiro[2.5]octan-7-yl)pyrazol-4-yl]-8-chloro-7-[(2-methyl-3H-benzimidazol-5-yl)oxy]quinoxaline